CNC(=O)C1=NC=C2N1C=CC(=C2)CNC=2C=CC=C1CC[C@@H](OC21)C(N(CC(C2=CC=CC=C2)C2=CC=CC=C2)CC(=O)N(C)C)=O |r| N-Methyl-7-[[[(2RS)-2-[[2-(dimethylamino)-2-oxo-ethyl]-(2,2-diphenylethyl)carbamoyl]chroman-8-yl]amino]methyl]imidazo[1,5-a]pyridine-3-carboxamide